C(C)(C)(C)N1C(C2=C(CC1)N=C(S2)C=2C(=NC(=CC2)N2CCCC2)F)=O tert-butyl-2-(2-fluoro-6-(pyrrolidin-1-yl)pyridin-3-yl)-6,7-dihydrothiazolo[5,4-C]pyridin-4(5H)-one